1-methoxy-4-(3-(trifluoromethyl)but-3-en-1-yn-1-yl)benzene COC1=CC=C(C=C1)C#CC(=C)C(F)(F)F